((((1'R,2'R)-6-hydroxy-5'-methyl-4-pentyl-2'-(prop-1-en-2-yl)-1',2',3',4'-tetrahydro-[1,1'-biphenyl]-2-yl)oxy)carbonyl)glycine OC1=CC(=CC(=C1[C@H]1[C@@H](CCC(=C1)C)C(=C)C)OC(=O)NCC(=O)O)CCCCC